Cl.NC=1SC2=C(N1)CCC(C2)N 2,6-diamino-4,5,6,7-tetrahydrobenzothiazole hydrochloride